2-methylfuran-3-carboxylate CC=1OC=CC1C(=O)[O-]